4H-spiro[benzo[d][1,3]dioxine-2,1'-cyclooctane]-4-one C12(CCCCCCC1)OC(C1=C(O2)C=CC=C1)=O